octanediamine furandiformate O1C(=C(C=C1)C(=O)O)C(=O)O.C(CCCCCCC)(N)N